tert-Butyl 1-(5-methyl-2,4-dioxo-6-(2H-1,2,3-triazol-2-yl)-1,4-dihydrothieno[2,3-d]pyrimidin-3(2H)-yl)cyclopropane-1-carboxylate CC1=C(SC=2NC(N(C(C21)=O)C2(CC2)C(=O)OC(C)(C)C)=O)N2N=CC=N2